(S)-5-fluoro-2-((1-(2-(isoindolin-2-yl)-3,7-dimethyl-4-oxo-4H-pyrido[1,2-a]pyrimidin-9-yl)ethyl)amino)benzoic acid FC=1C=CC(=C(C(=O)O)C1)N[C@@H](C)C1=CC(=CN2C1=NC(=C(C2=O)C)N2CC1=CC=CC=C1C2)C